NC=1N(C=2C3=C(C4=C(NC(C13)=O)N(N=C4)CCOC)N=C(N2)C)C2=C(C(=CC=C2C)OCC2=CC=CC=C2)C 5-amino-4-(3-(benzyloxy)-2,6-dimethylphenyl)-8-(2-methoxyethyl)-2-methyl-7,8-dihydro-1,3,4,7,8,9-hexaazabenzo[cd]cyclopenta[f]azulen-6(4H)-one